BrC1=CC=C(C2=CC(=CC=C12)OC)[C@H](CC(CC(=O)OC)=O)N[S@](=O)C(C)(C)C methyl (S)-5-(4-bromo-7-methoxynaphthalen-1-yl)-5-(((R)-tert-butylsulfinyl)amino)-3-oxopentanoate